N[C@@H](CC(=O)O)C(=O)O (E)-Aspartic Acid